1-(5-bromo-2-pyridinyl)-2-methyl-propan-1-one BrC=1C=CC(=NC1)C(C(C)C)=O